Cl.NC/C(/CN1N=CN(C1=O)C1=CC=C(C=C1)OCC1=CC=CC=C1)=C\F 2-[(2E)-2-(aminomethyl)-3-fluoroprop-2-en-1-yl]-4-[4-(benzyloxy)phenyl]-2,4-dihydro-3H-1,2,4-triazol-3-one hydrochloride